COCCN1N=C(C(=C1)N)C(F)(F)F 1-(2-methoxyethyl)-3-(trifluoromethyl)-1H-pyrazol-4-amine